C(=O)[C@H]1N(C[C@@H](C1)OS(=O)(=O)C1=CC=C(C)C=C1)C(=O)OC(C)(C)C tert-Butyl (2S,4R)-2-formyl-4-(tosyloxy)pyrrolidine-1-carboxylate